COC1=CC=C(C=C1)C1=NOC(=N1)N1CCC(CC1)C(=O)OC methyl 1-[3-(4-methoxyphenyl)-1,2,4-oxadiazol-5-yl]piperidine-4-carboxylate